2-(4-(5-fluoro-6-(4-isopropyl-5-(8-methoxy-[1,2,4]triazolo[1,5-a]pyridin-6-yl)-1H-pyrazol-3-yl)pyridin-3-yl)piperidin-1-yl)-N,N-dimethylacetamide FC=1C=C(C=NC1C1=NNC(=C1C(C)C)C=1C=C(C=2N(C1)N=CN2)OC)C2CCN(CC2)CC(=O)N(C)C